CC=1N=C(C=2N(C1)C=C(C2)[N+](=O)[O-])CNS(=O)(=O)C N-[(3-methyl-7-nitro-pyrrolo[1,2-a]pyrazin-1-yl)methyl]-methanesulfonamide